O1COC2=CC3=C(N=C(S3)C(=O)C3=CC(=C(C=C3)OC)OC)C=C21 [1,3]dioxolo[4',5':4,5]benzo[1,2-d]thiazol-6-yl(3,4-dimethoxyphenyl)methanone